N-(1,1-dioxido-2-(4-(trifluoromethyl)phenyl)-3,4-dihydro-2H-benzo[b][1,4,5]oxathiazepin-8-yl)-2-methyloxazole-4-carboxamide O=S1(C2=C(OCCN1C1=CC=C(C=C1)C(F)(F)F)C=CC(=C2)NC(=O)C=2N=C(OC2)C)=O